2-isobutoxy-5-nitro-N-(1-(3-(thiazol-2-yl)phenyl)ethyl)benzamide C(C(C)C)OC1=C(C(=O)NC(C)C2=CC(=CC=C2)C=2SC=CN2)C=C(C=C1)[N+](=O)[O-]